5-chloro-3-(4-fluorophenyl)-1,6-naphthyridin-4(1H)-one ClC1=C2C(C(=CNC2=CC=N1)C1=CC=C(C=C1)F)=O